2,2-bis(trifluoromethyl)-4-fluoro-5-chloro-1,3-dioxole FC(C1(OC(=C(O1)F)Cl)C(F)(F)F)(F)F